ethoxyacetic acid (dicyclohexylammonium) salt C1(CCCCC1)[NH2+]C1CCCCC1.C(C)OCC(=O)[O-]